2-methyl-2-benzenesulfonyl-propionic acid CC(C(=O)O)(C)S(=O)(=O)C1=CC=CC=C1